O=C1N(CC2=C(C=CC=C12)SCCCCCCCCCS(=O)CCCC(C(F)(F)F)(F)F)C1C(NC(CC1)=O)=O 3-(1-oxo-4-((9-((4,4,5,5,5-pentafluoropentyl)sulfinyl)nonyl)thio)isoindolin-2-yl)piperidine-2,6-dione